bicyclo[1.1.1]pentan-1-yl(phenyl)sulfane C12(CC(C1)C2)SC2=CC=CC=C2